ClC1=C(C(=CC=C1)C(F)(F)F)CC(C(=O)O)(F)F 2-chloro-α,α-difluoro-6-(trifluoromethyl)-benzenepropanoic acid